NC(C(=O)N(C)C)(C)C 2-amino-N,N,2-trimethylpropanamide